(N-[4-Amino-5-[4-[2-(4-cyanoanilino)-2-oxoethoxy]benzoyl]thiazol-2-yl]-4-fluoroanilino)propanamid NC=1N=C(SC1C(C1=CC=C(C=C1)OCC(=O)NC1=CC=C(C=C1)C#N)=O)N(C1=CC=C(C=C1)F)C(C(=O)N)C